N[C@@H]1C[C@@H](N(CC1)C(=O)OCC1=CC=CC=C1)C |r| cis-racemic-benzyl 4-amino-2-methylpiperidine-1-carboxylate